N[C@@H]1CN(CC[C@H]1F)C1=NC2=C(N1CC(=O)N1CC3(C1)CCOCC3)C=C(C(=C2)F)F 2-(2-((3r,4r)-3-amino-4-fluoropiperidin-1-yl)-5,6-difluoro-1H-benzo[d]imidazol-1-yl)-1-(7-oxa-2-azaspiro[3.5]non-2-yl)ethanone